aminoaniline NNC1=CC=CC=C1